O[C@H]1C[C@@H](CCC1)N1C(=NC2=C3CC[C@@H](N(C3=CC=C21)C(=O)OC)C)CN2C(C=CC=C2)=O methyl (S)-3-((1R,3R)-3-hydroxycyclohexyl)-7-methyl-2-((2-oxopyridin-1(2H)-yl)methyl)-3,7,8,9-tetrahydro-6H-imidazo[4,5-f]quinoline-6-carboxylate